3-(1'-(4-chloro-2-fluorobenzyl)-6-oxo-6,8-dihydro-2H,7H-spiro[furo[2,3-e]isoindole-3,4'-piperidin]-7-yl)piperidine-2,6-dione ClC1=CC(=C(CN2CCC3(CC2)COC2=C4CN(C(C4=CC=C23)=O)C2C(NC(CC2)=O)=O)C=C1)F